N=S(=O)CN1CC2(C1)CN(CC2)C2=NC=NC1=C(C=CC=C21)OC (S)-imino[6-(8-methoxyquinazolin-4-yl)-2,6-diazaspiro[3.4]octan-2-yl]methyl-λ6-sulfanone